3-(((2-(4-(2-hydroxyethyl)piperazin-1-yl)ethyl)amino)methylene)-6-methoxyquinoline-2,4(1H,3H)-dione OCCN1CCN(CC1)CCNC=C1C(NC2=CC=C(C=C2C1=O)OC)=O